(4-((4-methylpiperazin-1-yl)methyl)-3-(trifluoromethyl)phenyl)nicotinamide CN1CCN(CC1)CC1=C(C=C(C=C1)C1=C(C(=O)N)C=CC=N1)C(F)(F)F